C(C=1C(C(=O)OCC(CCCCC)CCC)=CC(C(=O)OCC(CCCCC)CCC)=CC1)(=O)OCC(CCCCC)CCC tri(2-propylheptyl) trimellitate